ethyl 3-(1-(3-bromo-5-chloro-2-(hydroxymethyl)phenyl)-3-((tert-butoxycarbonyl)amino)pyrrolidin-3-yl)propanoate BrC=1C(=C(C=C(C1)Cl)N1CC(CC1)(NC(=O)OC(C)(C)C)CCC(=O)OCC)CO